ClC1=CC=C2CCN(C2=C1)C1=NC=NC2=CC=C(C=C12)C=1C=C(C=NC1)C(C(F)(F)F)(O)O 1-[5-[4-(6-chloroindolin-1-yl)quinazolin-6-yl]-3-pyridyl]-2,2,2-trifluoro-ethane-1,1-diol